4-(6-(4-isopropyl-5-(8-methoxy-[1,2,4]triazolo[1,5-a]pyridin-6-yl)-1H-pyrazol-3-yl)pyridin-3-yl)-N-(2-methoxy-2-methylpropyl)cyclohexan-1-amine C(C)(C)C=1C(=NNC1C=1C=C(C=2N(C1)N=CN2)OC)C2=CC=C(C=N2)C2CCC(CC2)NCC(C)(C)OC